tert-butyl (3S)-3-({6-cyclopropyl-2-(ethanesulfonyl)-7-(6-fluoro-5-methyl-2-(triphenylmethyl)-2H-indazol-4-yl)-8-[(1S)-1-phenylethoxy] quinolin-4-yl} oxy)pyrrolidine-1-carboxylate C1(CC1)C=1C=C2C(=CC(=NC2=C(C1C=1C2=CN(N=C2C=C(C1C)F)C(C1=CC=CC=C1)(C1=CC=CC=C1)C1=CC=CC=C1)O[C@@H](C)C1=CC=CC=C1)S(=O)(=O)CC)O[C@@H]1CN(CC1)C(=O)OC(C)(C)C